FC(C1=NN=C(S1)C1=CN=C2N1C=C(C=C2N2CCC(CC2)S(=O)(=N)C)S(=O)(=O)NC2(CC2)C)F 3-(5-(difluoromethyl)-1,3,4-thiadiazol-2-yl)-N-(1-methylcyclopropyl)-8-(4-(S-methylsulfonimidoyl)piperidin-1-yl)imidazo[1,2-a]pyridine-6-sulfonamide